C1(CC1)N(CC(=O)N1CCC(CC1)C=1C=C2C(=C(NC2=CC1)C1=CC(=NC(=C1)C)C)C(C)C)C 2-(cyclopropyl-(methyl)amino)-1-(4-(2-(2,6-dimethylpyridin-4-yl)-3-isopropyl-1H-indol-5-yl)piperidin-1-yl)ethan-1-one